CC(C)CCC=C(C)C 2,6-dimethyl-5-heptene